N-(4-(6-methoxy-7-(3-(3-methyl-3,6-diazabicyclo[3.1.1]heptane-6-yl)propoxy)quinazolin-4-yl)phenyl)-2-(4-(trifluoromethyl)phenyl)acetamide COC=1C=C2C(=NC=NC2=CC1OCCCN1C2CN(CC1C2)C)C2=CC=C(C=C2)NC(CC2=CC=C(C=C2)C(F)(F)F)=O